COC1=C2C=CC=C3C2=C(C=C1)C(=O)NC3=O 4-methoxy-1,8-naphthalimide